(2S,4R)-4-hydroxy-1-[(2S)-2-[4-[6-(hydroxymethyl)-2-pyridyl]triazol-1-yl]-3,3-dimethyl-butanoyl]-N-methyl-pyrrolidine-2-carboxamide O[C@@H]1C[C@H](N(C1)C([C@H](C(C)(C)C)N1N=NC(=C1)C1=NC(=CC=C1)CO)=O)C(=O)NC